C(=C)C1=CC=C(C=C1)P(OCCC(C)C)(OCCC(C)C)=O di-iso-pentyl 4-vinylphenylphosphonate